CN1C(N(CC=2C1=NC(=NC2)NC2=CC=C(C=C2)N2CCN(CC2)C)C2CCNC1=C(C=CC=C21)C(F)(F)F)=O 1-methyl-7-[4-(4-methyl-piperazin-1-yl)anilino]-3-[8-(trifluoromethyl)-1,2,3,4-tetrahydroquinolin-4-yl]-4H-pyrimido[4,5-d]pyrimidin-2-one